C(C=C)(=O)N1[C@@H](C[C@H](C1CC=C)OC)C(=O)OC Methyl (2S,4R)-1-acryloyl-5-allyl-4-methoxypyrrolidine-2-carboxylate